N1=CN=C(C2=C1NC=C2)C=2C=NN(C2)C2(CN(C2)S(=O)(=O)C2CC2)CC#N 2-(3-(4-(7H-pyrrolo[2,3-d]pyrimidin-4-yl)-1H-pyrazol-1-yl)-1-(cyclopropylsulfonyl)azetidin-3-yl)acetonitrile